FC=1C=C(C=C(C1CN1CCOCC1)F)C=1C=CC=C2N=CC(=NC12)C=1C=NN(C1)C1CCN(CC1)C(CCCCNC=1C=C2C(N(C(C2=CC1)=O)C1C(NC(CC1)=O)=O)=O)=O 5-((5-(4-(4-(8-(3,5-difluoro-4-(morpholinomethyl)phenyl)quinoxalin-2-yl)-1H-pyrazol-1-yl)piperidin-1-yl)-5-oxopentyl)amino)-2-(2,6-dioxopiperidin-3-yl)isoindoline-1,3-dione